1-[3-nitro-4-(prop-2-en-1-yl)furan-2-yl]methanamine [N+](=O)([O-])C1=C(OC=C1CC=C)CN